ClC1=C(C=O)C=CC(=C1)OCCN1CCNCC1 2-chloro-4-(2-(piperazin-1-yl)ethoxy)benzaldehyde